COC1=C(C(=CC=C1)OC)N1C(=NC=2C1=NC(=CN2)NS(=O)(=O)C2=NC=CC=C2)C2=NC(=CC=C2)OC N-(1-(2,6-dimethoxyphenyl)-2-(6-methoxypyridin-2-yl)-1H-imidazo[4,5-b]pyrazin-6-yl)pyridine-2-sulfonamide